4,4'-thiodibenzoate S(C1=CC=C(C(=O)[O-])C=C1)C1=CC=C(C(=O)[O-])C=C1